ClC=1C=C(C=C2C3(C(NC12)=O)CC3)C3NCCCC3 7'-chloro-5'-(piperidin-2-yl)spiro[cyclopropane-1,3'-indolin]-2'-one